COCC(C(=O)O)N1C(C=C(C=C1)C)=O 3-methoxy-2-(4-methyl-2-oxopyridin-1(2H)-yl)propanoic acid